1-[(E)-(1-Indanylidene)methyl]propylamine C/1(\CCC2=CC=CC=C12)=C\C(CC)N